2,4-difluoro-N-(2-methoxy-5-(4-(piperidin-1-yl)thieno[2,3-d]pyrimidin-6-yl)pyridin-3-yl)benzenesulfonamide FC1=C(C=CC(=C1)F)S(=O)(=O)NC=1C(=NC=C(C1)C1=CC2=C(N=CN=C2N2CCCCC2)S1)OC